ISOAMYL LEVULINATE C(CCC(=O)C)(=O)OCCC(C)C